6-chloro-5-((5-chloro-3-(2,2-difluoroethoxy)pyridin-2-yl)oxy)-3-methyl-N-(4-methyl-1,1-dioxidotetrahydro-2H-thiopyran-4-yl)-3H-imidazo[4,5-b]pyridine-2-carboxamide ClC=1C=C2C(=NC1OC1=NC=C(C=C1OCC(F)F)Cl)N(C(=N2)C(=O)NC2(CCS(CC2)(=O)=O)C)C